COC=1C(=CC=2C=3N(C=NC2C1)N=CC3CC3=CC=C(C=C3)S(=O)(=O)N)OC 4-((8,9-dimethoxypyrazolo[1,5-c]quinazolin-1-yl)methyl)benzenesulfonamide